COC1=C(C=CC(=C1)CCC(C[C@H](CCCCC)O)=O)O 2-methoxy-4-[(5S)-3-oxo-5-hydroxydecanyl]phenol